O1C(=CC(C2=CC=CC=C12)=O)C(=O)N chromonamide